C(C)(C)(C)OC(=O)N1CC(CCC1)C1=NC(=CC=C1)C=1C=NN2C1C=C(C=C2)Cl tert-butyl-3-[6-(5-chloropyrazolo[1,5-a]pyridin-3-yl)-2-pyridyl]piperidine-1-carboxylate